N1C=C(C2=CC=CC=C12)C1CN(CCC1)C1=CC(=NC(=N1)N)N 6-(3-(1H-indol-3-yl)piperidin-1-yl)pyrimidine-2,4-diamine